FC(C(C(C(F)(F)F)(F)F)(F)F)(S(=O)(=O)OC(C(F)F)C)F 1,1-difluoropropan-2-yl 1,1,2,2,3,3,4,4,4-nonafluorobutane-1-sulfonate